2-Amino-2-oxoethyl (2S,5R)-7-oxo-6-(sulfooxy)-1,6-diazabicyclo[3.2.1]octane-2-carbimidothioate O=C1N([C@@H]2CC[C@H](N1C2)C(=N)SCC(=O)N)OS(=O)(=O)O